(S)-1-(4-(7-(6-amino-3-(trifluoromethyl)pyridin-2-yl)-6-chloro-8-fluoroquinazolin-4-yl)piperazin-1-yl)prop-2-en-1-one NC1=CC=C(C(=N1)C1=C(C=C2C(=NC=NC2=C1F)N1CCN(CC1)C(C=C)=O)Cl)C(F)(F)F